ClC1=C(C2=C(NC(O[C@@]23CN(CCC3)C(=O)C=3C=NN(C3)[C@@H](CC)C=3C=C(C2=C(NC=N2)C3)C)=O)C=C1)F |o1:21| (4R)-6-Chloro-5-fluoro-1'-(1-((S or R)-1-(4-methyl-1H-benzo[d]imidazol-6-yl)propyl)-1H-pyrazole-4-carbonyl)spiro[benzo[d][1,3]oxazine-4,3'-piperidin]-2(1H)-one